3,4,5-trimethoxy-triphenylbenzylbromide phosphonium salt [PH4+].COC=1C(=C(C(C2=CC=CC=C2)(C2=CC=CC=C2)Br)C=C(C1OC)OC)C1=CC=CC=C1